ClC1=CC=C(S1)CN[C@@H]1[C@H](CCCC1)O (1S,2S)-2-(((5-chlorothiophen-2-yl)methyl)amino)cyclohexan-1-ol